2-oxo-3,4-dihydro-1H-quinoline O=C1NC2=CC=CC=C2CC1